5-(1,2,3,4-tetrahydroisoquinolin-7-yl)-1,8-naphthyridin-2(1H)-one hydrochloride Cl.C1NCCC2=CC=C(C=C12)C1=C2C=CC(NC2=NC=C1)=O